CC(=O)[C@H]1CC[C@@H]2[C@@]1(CC[C@H]3[C@H]2CC[C@@H]4[C@@]3(CC[C@H](C4)O)C)C 5α-pregnan-3α-ol-20-one